1-((difluoromethyl)sulfonyl)-3-methyl-1H-imidazol-3-ium trifluoromethanesulfonate FC(S(=O)(=O)[O-])(F)F.FC(S(=O)(=O)N1C=[N+](C=C1)C)F